Para-phenyleneDiphenol C1(=CC=C(C=C1)C1=C(C=CC=C1)O)C1=C(C=CC=C1)O